C1=C(C=CC=2CCCCC12)S(=O)(=O)NC1=C(C=CC=C1)C#CC1=CC=C(C(=O)O)C=C1 4-{2-[2-(5,6,7,8-tetrahydronaphthalene-2-sulfonamido)phenyl]ethynyl}benzoic acid